(2R,3R,4S,5S)-5-[4-(benzylamino)imidazo[2,1-f][1,2,4]triazin-7-yl]-4-fluoro-2-(hydroxymethyl)oxolane-3-ol C(C1=CC=CC=C1)NC1=NC=NN2C1=NC=C2[C@H]2[C@H]([C@@H]([C@H](O2)CO)O)F